4-(9-benzyl-6-isopropoxy-9H-purin-8-yl)-3-methylphenol C(C1=CC=CC=C1)N1C2=NC=NC(=C2N=C1C1=C(C=C(C=C1)O)C)OC(C)C